NC(CN1[C@@H](CN(CC1)C(=O)OC(C)(C)C)C(=O)OC)C(C)C 1-(tert-butyl) 3-methyl (3S)-4-(2-amino-3-methylbutyl)piperazine-1,3-dicarboxylate